N-({5-[5-(difluoromethyl)-1,3,4-oxadiazol-2-yl]-1,3-thiazol-2-yl}methyl)-N-(pyridin-3-yl)propane-1-sulfonamide FC(C1=NN=C(O1)C1=CN=C(S1)CN(S(=O)(=O)CCC)C=1C=NC=CC1)F